C(C)(C)(C)OC(=O)N1CC2=CC=CC=C2CC1 2-(tert-butoxy-carbonyl)-1,2,3,4-tetrahydro-isoquinoline